2-((6-((3-chlorobenzyl)amino)-9H-purin-9-yl)methyl)tetrahydrofuran-3,4-diol ClC=1C=C(CNC2=C3N=CN(C3=NC=N2)CC2OCC(C2O)O)C=CC1